N-(6-chloropyridin-3-yl)-6-((3-methyloxetan-3-yl)methoxy)isoquinolin-1-amine ClC1=CC=C(C=N1)NC1=NC=CC2=CC(=CC=C12)OCC1(COC1)C